5-(8-(4,4-difluorocyclohexyl)-2-methyl-[1,2,4]triazolo[1,5-b]pyridazin-6-yl)pyrimidine-2,4(1H,3H)-dione FC1(CCC(CC1)C=1C=2N(N=C(C1)C=1C(NC(NC1)=O)=O)N=C(N2)C)F